C(C=C)(=O)N[C@H]1C[C@@H](CCC1)NC=1C2=C(NN1)C(N(C2)C(=O)N[C@H](CN(C)C)C2=CC=CC=C2)(C)C 3-(((1R,3R)-3-acrylamidocyclohexyl)amino)-N-((S)-2-(dimethylamino)-1-phenylethyl)-6,6-dimethyl-4,6-dihydropyrrolo[3,4-c]pyrazole-5(1H)-carboxamide